NCC(CNC(OC(C)(C)C)=O)O[Si](C)(C)C(C)(C)C tert-butyl N-[3-amino-2-[tert-butyl(dimethyl)silyl]oxy-propyl]carbamate